2,5-difluorobenzyl cyanide FC1=C(CC#N)C=C(C=C1)F